C1(CCC(=O)OCCCCO1)=O butylene succinate